methyl 5-cyclopropyl-6-(3-methylimidazo[4,5-c]pyridin-7-yl)-3-[(5-methyl-1-tetrahydropyran-4-yl-pyrazol-4-yl)amino]pyrazine-2-carboxylate C1(CC1)C=1N=C(C(=NC1C=1C2=C(C=NC1)N(C=N2)C)C(=O)OC)NC=2C=NN(C2C)C2CCOCC2